BrC=1N(C2=CC=CC=3C4=C[C@H](CN([C@@H]4CC1C32)C)C(N(CC)CC)=O)C(=O)OCOC(C(C)(C)C)=O (pivaloyloxy)methyl (6aR,9R)-5-bromo-9-(diethylcarbamoyl)-7-methyl-6a,7,8,9-tetrahydroindolo[4,3-fg]quinoline-4(6H)-carboxylate